C(#N)C=1N=CC(=NC1)N1N=CN=C1[C@H](C)NC(OC(C)(C)C)=O tert-Butyl N-[(1S)-1-[2-(5-cyanopyrazin-2-yl)-1,2,4-triazol-3-yl]ethyl]carbamate